N-{3-sulfamoyl-4-[5-(trifluoromethyl)pyridin-3-yl]Phenyl}-2-[2-(trifluoromethyl)phenyl]Acetamide S(N)(=O)(=O)C=1C=C(C=CC1C=1C=NC=C(C1)C(F)(F)F)NC(CC1=C(C=CC=C1)C(F)(F)F)=O